ClC1=NC=C(C(=C1)C1=C(C=NC(=C1)C)C(=O)NC=1SC2=C(N1)CN([C@@H]2C)C(C2=C(N=C(C=C2)C(F)(F)F)OC)=O)OC |o1:24| (R or S)-2'-chloro-5'-methoxy-N-(5-(2-methoxy-6-(trifluoromethyl)nicotinoyl)-6-methyl-5,6-dihydro-4H-pyrrolo[3,4-d]thiazol-2-yl)-6-methyl-[4,4'-bipyridine]-3-carboxamide